ethyl 5-(3-methoxypropyl)-2-[methyl(5-methyl-6-{[(2Z)-3-{[2-(trimethylsilyl)ethoxy]methyl}-2,3-dihydro-1,3-benzothiazol-2-ylidene]amino}pyridazin-3-yl)amino]-1,3-thiazole-4-carboxylate COCCCC1=C(N=C(S1)N(C=1N=NC(=C(C1)C)\N=C\1/SC2=C(N1COCC[Si](C)(C)C)C=CC=C2)C)C(=O)OCC